N(C1=CC=CC=C1)C1=NC=NC(=N1)N1CCOCC1 2-anilino-4-morpholino-1,3,5-triazin